CC1COCC(O1)C1(CNCCC1)N 3-(6-methyl-1,4-dioxan-2-yl)piperidin-3-amine